N-(3-(ethoxymethyl)-3-phenethylpyrrolidin-1-yl)-N,6-dimethylpyridin-3-amine C(C)OCC1(CN(CC1)N(C=1C=NC(=CC1)C)C)CCC1=CC=CC=C1